CC1N(CCC(C1)N)C1CCNCC1 methyl-[1,4'-bipiperidine]-4-amine